O[C@@H]1[C@H](CCCC1)NC(C1=CC(=C(C=C1)C)OC(C)C=1C=NC=C(C1)C1=CC=CC=C1)=O N-[(1S,2S)-2-hydroxycyclohexyl]-4-methyl-3-[1-(5-phenylpyridin-3-yl)ethoxy]benzamide